Cl[Si](CC[Si](C)(C)Cl)(C)C 1,2-Bis(chlorodimethylsilyl)ethan